2-ethylhexyl vinyl ether C(=C)OCC(CCCC)CC